BrC=1SC2=C(N1)C(=CC(=C2)OC)CN(C)C 1-(2-bromo-6-methoxybenzo[d]thiazol-4-yl)-N,N-dimethylmethylamine